C(CC)(=O)C1CCN(CC1)C(=O)OC(C)(C)C tert-butyl 4-propanoylpiperidine-1-carboxylate